(R)-3-(8-((2,3-dichlorophenyl)thio)-[1,2,4]triazolo[4,3-c]pyrimidin-5-yl)-3-azaspiro[5.5]undecan-7-amine ClC1=C(C=CC=C1Cl)SC=1C=2N(C(=NC1)N1CCC3(CC1)[C@@H](CCCC3)N)C=NN2